2,4-di-tert-butyl-6-[1-(3,6-di-tert-butyl-9,9a-dihydro-4aH-fluoren-9-yl)-2-methylpropan-1-en-1-yl]phenol C(C)(C)(C)C1=C(C(=CC(=C1)C(C)(C)C)C(=C(C)C)C1C2=CC=C(C=C2C2C=C(C=CC12)C(C)(C)C)C(C)(C)C)O